2-fluoro-5-((6-fluoro-4-vinyl-1H-indol-5-yl)oxy)benzoic acid FC1=C(C(=O)O)C=C(C=C1)OC=1C(=C2C=CNC2=CC1F)C=C